((2S,4R)-1-isopropyl-4-methoxypyrrolidin-2-yl)methanol C(C)(C)N1[C@@H](C[C@H](C1)OC)CO